3-[(3-bromophenyl)-methyl]-1-(cyclobutyl-methyl)-8-dimethylamino-8-phenyl-1,3-diazaspiro[4.5]decan-2-one BrC=1C=C(C=CC1)CN1C(N(C2(C1)CCC(CC2)(C2=CC=CC=C2)N(C)C)CC2CCC2)=O